C(C)OC(C)N1N=CC(=C1)C=1C(=NNC1C)C 1'-(1-ethoxyethyl)-3,5-dimethyl-1H,1'H-[4,4']bipyrazolyl